ClC=1C=C2C=NN(C2=CC1N1C[C@@H]2O[C@H](C1)C2)C=2C=NN(C2)C2CC2 5-chloro-1-(1-cyclopropyl-1H-pyrazol-4-yl)-6-[(1R,5S)-6-oxa-3-azabicyclo[3.1.1]heptan-3-yl]-1H-indazole